N-acryloyldopamine C(C=C)(=O)NCCC1=CC(O)=C(O)C=C1